COC(C1=CC(=CC(=C1)OC(F)(F)F)S(=O)(=O)C(F)F)=O 3-(Difluoromethylsulfonyl)-5-(trifluoromethoxy)benzoic acid methyl ester